7-oxo-6,14-dioxa-8,20,22,25-tetraazatetracyclo[19.2.2.1^{2,5}.1^{15,19}]heptacosa-1(23),15,17,19(26),21,24-hexaene-16-sulfonamide O=C1OC2CCC(C3=CN=C(NC=4C=CC(=C(OCCCCCN1)C4)S(=O)(=O)N)N=C3)C2